(S)-1-(4-(1H-benzo[d]imidazol-2-yl)-6,7-dihydro-1H-imidazo[4,5-c]pyridin-5(4H)-yl)-2-cyclopentylethanone N1C(=NC2=C1C=CC=C2)[C@H]2N(CCC1=C2N=CN1)C(CC1CCCC1)=O